OCC([K])[K] hydroxyethylidenedipotassium